(2S)-4-(6-(3-((2-((S)-3-carboxybutanoyl)-6-methoxyisoindolin-5-yl)oxy)propoxy)-4-chloro-7-fluoro-5-methoxy-1-methylisoindolin-2-yl)-2-methyl-4-oxobutanoic acid C(=O)(O)[C@H](CC(=O)N1CC2=CC(=C(C=C2C1)OCCCOC1=C(C(=C2CN(C(C2=C1F)C)C(C[C@@H](C(=O)O)C)=O)Cl)OC)OC)C